tert-butyl (3aR,6aS)-5-(cyanomethyl)-3,3a,4,5,6,6a-hexahydro-1H-cyclopenta[c]pyrrole-2-carboxylate C(#N)CC1C[C@@H]2[C@@H](CN(C2)C(=O)OC(C)(C)C)C1